CC(Cl)C dimethyl-chloromethane